CC1=NC=2C(=NC(=CC2)C=2C=CN3N=C(N=CC32)NC3CC(C3)N)N1C N1-(5-(2,3-dimethyl-3H-imidazo[4,5-b]pyridin-5-yl)pyrrolo[2,1-f][1,2,4]triazin-2-yl)cyclobutane-1,3-diamine